(5S,8R)-N-(3,4-dichlorophenyl)-2-hydroxy-6,7,8,9-tetrahydro-5H-5,8-epiminocyclohepta[d]pyrimidine-10-carboxamide ClC=1C=C(C=CC1Cl)NC(=O)N1[C@H]2CC[C@@H]1CC=1N=C(N=CC12)O